tert-butyl ((2-(6-((2,2,6,6-tetramethyltetrahydro-2H-pyran-4-yl)oxy)pyridin-3-yl)-1,6-naphthyridin-7-yl)methyl)carbamate CC1(OC(CC(C1)OC1=CC=C(C=N1)C1=NC2=CC(=NC=C2C=C1)CNC(OC(C)(C)C)=O)(C)C)C